FC1=CC2=C(C=CS2)C(=C1)N1CCN(CC1)CCC1=CC=C2C(=CC(NC2=C1)=O)O 7-(2-(4-(6-fluorobenzothiophen-4-yl)piperazin-1-yl)ethyl)-4-hydroxy-2-oxoquinoline